C(=O)(O)CN(CC(NCCOCCOCCC(OCC1=CC=CC=C1)=O)=O)CC(=O)O 15-(carboxymethyl)-3,13-dioxo-1-phenyl-2,6,9-trioxa-12,15-diazaheptadecan-17-oic Acid